6-[(2-methoxy-5-methylphenyl)amino]-1,1-dimethylfuro[3,4-c]pyridin-3-one COC1=C(C=C(C=C1)C)NC1=CC2=C(C=N1)C(OC2(C)C)=O